benzyl (5-oxotetrahydro-2H-pyran-3-yl)carbamate O=C1CC(COC1)NC(OCC1=CC=CC=C1)=O